3-(2,4-dichlorophenyl)-2-oxo-1-oxaspiro[4.5]-dec-3-en-4-yl butyl carbonate C(OC1=C(C(OC12CCCCC2)=O)C2=C(C=C(C=C2)Cl)Cl)(OCCCC)=O